(R)-1-(3-fluoro-4-(trifluoromethoxy)phenyl)-3-(1-(tetrahydrofuran-3-carbonyl)piperidin-4-yl)urea FC=1C=C(C=CC1OC(F)(F)F)NC(=O)NC1CCN(CC1)C(=O)[C@H]1COCC1